ClC=1C=C2C=NC(=NC2=CC1N1CCC(CC1)(O)C)NC=1C=NN(C1F)CC 1-{6-chloro-2-[(1-ethyl-5-fluoro-1H-pyrazol-4-yl)amino]quinazolin-7-yl}-4-methylpiperidin-4-ol